(S)-5-cyclopropyl-5-(3-(5,6-dichloroisoindolin-2-yl-1,1,3,3-d4)-3-oxopropyl)imidazolidine C1(CC1)[C@]1(CNCN1)CCC(=O)N1C(C2=CC(=C(C=C2C1([2H])[2H])Cl)Cl)([2H])[2H]